O=C1C=C2CCN(CC2=CN1)C(=O)OC(C)(C)C tert-butyl 6-oxo-1,3,4,7-tetrahydro-2,7-naphthyridine-2-carboxylate